C(#C)C1=NC(=CC=C1)C#C 2,6-di(ethynyl)pyridine